1-(3-ethyl-1-oxa-2,8-diazaspiro[4.5]dec-2-en-8-yl)-4,4,4-trifluorobutan-1-one C(C)C1=NOC2(C1)CCN(CC2)C(CCC(F)(F)F)=O